OC1C2CN(C(C1)CC2)C(=O)OC(C)(C)C tert-Butyl 5-hydroxy-2-azabicyclo[2.2.2]octane-2-carboxylate